[2-[6-[[5-(5-fluoropyrimidin-4-yl)thiazol-2-yl]amino]imidazo[4,5-c]pyridin-1-yl]ethyl]carbamate FC=1C(=NC=NC1)C1=CN=C(S1)NC1=CC2=C(C=N1)N=CN2CCNC([O-])=O